(2,6-Bis{2-[4-(dimethylamino)phenyl]vinyl}-4H-pyran-4-ylidene)malononitrile CN(C1=CC=C(C=C1)C=CC=1OC(=CC(C1)=C(C#N)C#N)C=CC1=CC=C(C=C1)N(C)C)C